N1N=C(C=C1)CC=1SC2=C(N(C=3C(N(N=CC32)CC3=NC(=NC=C3)N)=O)C)N1 2-((1H-pyrazol-3-yl)methyl)-6-((2-aminopyrimidin-4-yl)methyl)-4-methyl-4,6-dihydro-5H-thiazolo[5',4':4,5]pyrrolo[2,3-d]pyridazin-5-one